tert-butyl N-[2-amino-1-(5-methyl-2-oxo-1H-pyridin-4-yl)-2-oxo-ethyl]carbamate NC(C(C1=CC(NC=C1C)=O)NC(OC(C)(C)C)=O)=O